2-(3,5-dichloro-4-hydroxyphenyl)-3,5-dioxo-4H-1,2,4-triazine-6-carboxylic acid ClC=1C=C(C=C(C1O)Cl)N1N=C(C(NC1=O)=O)C(=O)O